OC1(C(=NC(N=C1O)=O)N)C 5,6-dihydroxy-5-methylcytosine